C[C@H]1N(CCN(C1)C(=O)OC(C)(C)C)C(=O)OC=1C=C2C(=NC=NC2=CC1OC)NC1=C(C(=C(C=C1)Cl)Cl)F 4-(tert-butyl) 1-(4-((3,4-dichloro-2-fluorophenyl) amino)-7-methoxyquinazolin-6-yl) (R)-2-methylpiperazine-1,4-dicarboxylate